2,3,5-trifluoro-4-hydroxy-N-({(1r,4r)-4-[3-(6-methylpyridazin-3-yl)-1,2,4-oxadiazol-5-yl]cyclohexyl}methyl)benzamide FC1=C(C(=O)NCC2CCC(CC2)C2=NC(=NO2)C=2N=NC(=CC2)C)C=C(C(=C1F)O)F